BrC1=C2C(=CNC2=C(C=C1F)C(=O)OC)C Methyl 4-bromo-5-fluoro-3-methyl-1H-indole-7-carboxylate